tert-butyl 5-(2-cyanophenyl)-2,5-diazabicyclo[2.2.1]heptane-2-carboxylate C(#N)C1=C(C=CC=C1)N1C2CN(C(C1)C2)C(=O)OC(C)(C)C